N-[[2-(2-formylphenyl)sulfanyl-5-isopropyl-phenyl]methyl]carbamic acid 9H-fluoren-9-ylmethyl ester C1=CC=CC=2C3=CC=CC=C3C(C12)COC(NCC1=C(C=CC(=C1)C(C)C)SC1=C(C=CC=C1)C=O)=O